1,3-bis(2-methoxyethyl)imidazolium hydroxide [OH-].COCCN1C=[N+](C=C1)CCOC